C(C1=CC=CC=C1)N1C[C@H]([C@@H]([C@H](C1)C)F)CCO 2-[(3R,4R,5S)-1-benzyl-4-fluoro-5-methyl-3-piperidinyl]ethanol